Cl[Zn]N1C(CCCC1(C)C)(C)C chloro-(2,2,6,6-tetramethyl-1-piperidyl)zinc